O[C@H]1CCN(CC12CCCC2)C(=O)N2[C@@H](CNCC2)C2=CC=CC=C2 (S)-10-Hydroxy-7-((R)-2-phenylpiperazine-1-carbonyl)-7-azaspiro[4.5]decan